bromodifluorobutenol BrC(=CC(C)(F)F)O